(S)-2-amino-N-(5-(4-chloro-1-methyl-1H-pyrazol-5-yl)pyridin-2-yl)-2-cycloheptylacetamide N[C@H](C(=O)NC1=NC=C(C=C1)C1=C(C=NN1C)Cl)C1CCCCCC1